N1=CC=C(C=C1)C1=CC=C(C=C1)B(O)O [4-(4-pyridyl)phenyl]boronic acid